N[C@H](C)C(=O)O[2H] d-alanine-d